N-((2S,3R)-3-hydroxy-1-(((R)-3-methyl-1-(6-methyl-4-oxo-1,3,6,2-dioxazaborocan-2-yl)butyl)amino)-1-oxobutan-2-yl)-6-phenylpicolinamide O[C@@H]([C@@H](C(=O)N[C@@H](CC(C)C)B1OCCN(CC(O1)=O)C)NC(C1=NC(=CC=C1)C1=CC=CC=C1)=O)C